NC([C@H](CSC(C1=CC=CC=C1)(C1=CC=CC=C1)C1=CC=CC=C1)NC(C1=CC=C(C=C1)F)=O)=O (R)-N-(1-Amino-1-oxo-3-(tritylthio)propan-2-yl)-4-fluorobenzamide